O1CCN(CCC1)CCNC(C1=CN=C(C(=C1)NC1=NN(C2=NC(=NC=C21)NC=2C=NN(C2)C)C)C)=O N-(2-(1,4-oxazepan-4-yl)ethyl)-6-methyl-5-((1-methyl-6-((1-methyl-1H-pyrazol-4-yl)amino)-1H-pyrazolo[3,4-d]pyrimidin-3-yl)amino)nicotinamide